C(C)OC=1C=CC(=NC1)NC1=NC(=NO1)C1=NC=CC(=C1)OC N-(5-ethoxypyridin-2-yl)-3-(4-methoxypyridin-2-yl)-1,2,4-oxadiazol-5-amine